BrC1=CC(=NC=C1)C(CN(C)CCO)=O 1-(4-bromopyridin-2-yl)-2-((2-hydroxyethyl)(methyl)amino)ethanone